CC=1C=C(C=CC1C)NC(=O)NC1=CC(=CC=C1)NC=1C(N(C(C1)=O)C1C(NC(CC1)=O)=O)=O 1-(3,4-dimethylphenyl)-3-(3-((1-(2,6-dioxopiperidin-3-yl)-2,5-dioxo-2,5-dihydro-1H-pyrrol-3-yl)amino)phenyl)urea